CC(C#N)(C)C1=CC=C(C=C1)N1C(N(C=2C=NC=3C=CC(=CC3C21)C=2C=NC1=CC=CC=C1C2)C)=O 2-methyl-2-[4-[3-methyl-2-oxo-8-(quinolin-3-yl)-2,3-dihydroimidazo[4,5-c]-quinolin-1-yl]phenyl]propionitrile